FC(C=O)F 2,2-DIFLUOROACETALDEHYDE